(2-((1-(1-(bicyclo[1.1.1]pentane-1-carbonyl)piperidin-4-yl)-1H-pyrazol-4-yl)amino)-5-methylpyrimidin-4-yl)-N-(cyanomethyl)benzamide C12(CC(C1)C2)C(=O)N2CCC(CC2)N2N=CC(=C2)NC2=NC=C(C(=N2)C2=C(C(=O)NCC#N)C=CC=C2)C